C1(CC1)[C@@H](C)NC=1N=CC2=C(N1)NC=C2C2=CC=1N(C=C2)N=CC1C(=O)NC1CCOCC1 (R)-5-(2-((1-cyclopropylethyl)amino)-7H-pyrrolo[2,3-d]pyrimidin-5-yl)-N-(tetrahydro-2H-pyran-4-yl)pyrazolo[1,5-a]pyridine-3-carboxamide